NCC1=C(C(NC2=CC(=CC=C12)C1CCC1)=O)C(=O)N[C@H]1CS(C=C1)(=O)=O (R)-4-(aminomethyl)-7-cyclobutyl-N-(1,1-dioxido-2,3-dihydrothiophen-3-yl)-2-oxo-1,2-dihydroquinoline-3-carboxamide